5-methyl-2-(3-methylimidazol-4-yl)-N-[(1r,4r)-4-hydroxycyclohexyl]pyrimidine-4-carboxamide tert-Butyl-3-[2-(benzenesulfonyl)ethenyl]azetidine-1-carboxylate C(C)(C)(C)OC(=O)N1CC(C1)C=CS(=O)(=O)C1=CC=CC=C1.CC=1C(=NC(=NC1)C=1N(C=NC1)C)C(=O)NC1CCC(CC1)O